(2,6-difluoro-3,5-dimethoxyphenyl)-5-(4-(4-ethylpiperazin-1-yl)-2-nitrophenylamino)furo[2,3-c]pyridine-2-carboxamide FC1=C(C(=C(C=C1OC)OC)F)C1=C(OC2=CN=C(C=C21)NC2=C(C=C(C=C2)N2CCN(CC2)CC)[N+](=O)[O-])C(=O)N